NC(C([C@H](C[C@H]1C(NCC1)=O)NC([C@H](CCCC)NC(O)=O)=O)=O)=O ((S)-1-(((S)-4-amino-3,4-dioxo-1-((S)-2-oxopyrrolidin-3-yl)butan-2-yl)amino)-1-oxohexan-2-yl)carbamic acid